tert-butyl 4-((4-((2,6-dioxopiperidin-3-yl)amino)-2-fluorophenyl)(methyl)carbamoyl)piperidine-1-carboxylate O=C1NC(CCC1NC1=CC(=C(C=C1)N(C(=O)C1CCN(CC1)C(=O)OC(C)(C)C)C)F)=O